2-[2-[2-[3-(benzenesulfonylamino)phenyl]ethoxy]phenyl]propionic acid C1(=CC=CC=C1)S(=O)(=O)NC=1C=C(C=CC1)CCOC1=C(C=CC=C1)C(C(=O)O)C